O=C1N(C(CC1)=O)OC(CCCC=O)=O 5-oxopentanoic acid 2,5-dioxopyrrolidin-1-yl ester